O=C(CC(=O)OCCOC(C(=C)C)=O)C 2-(2-methylprop-2-enoyloxy)ethyl 3-oxobutanoate